C(CCC=CCC=CCC=CC=CCCC=CCC=CCC)(=O)N[C@@H](CCC(=O)O)C(=O)O N-(4,7,10,12,16,19-docosahexaenoyl)glutamic acid